C(C)(C)(C)C(C#N)C1=NOC=C1 tert-butyl-2-(1,2-oxazol-3-yl)acetonitrile